(S)-4-((2-(3,5-dimethyl-1H-pyrazol-1-yl)ethyl)(4-(5,6,7,8-tetrahydro-1,8-naphthyridin-2-yl)butyl)amino)-2-((6-methyl-2-(pyridin-4-yl)pyrimidin-4-yl)amino)butanoic acid CC1=NN(C(=C1)C)CCN(CC[C@@H](C(=O)O)NC1=NC(=NC(=C1)C)C1=CC=NC=C1)CCCCC1=NC=2NCCCC2C=C1